BrC1=CC=C(C=C1)N1N=CC=C1OC 1-(4-bromophenyl)-5-methoxy-1H-pyrazole